C(C)OC(=O)C=1N=C(SC1)C=1N=C(OC1C)C(C)OCC1=CC=CC=C1 2-(2-(1-(benzyloxy)ethyl)-5-methyl-oxazol-4-yl)thiazole-4-carboxylic acid ethyl ester